COC1=CC=C(C2=C1N=C(O2)CCOC)C2=CC=C1CCC(C1=C2)=O 6-(4-(methoxy)-2-(methoxyethyl)benzo[d]oxazol-7-yl)-2,3-dihydro-1H-inden-1-one